4-chloro-5-(1,3-dioxolan-2-yl)-N-isopropylthiazole-2-carboxamide ClC=1N=C(SC1C1OCCO1)C(=O)NC(C)C